NC1=C(C=CC=C1)NC(=O)C1=CC=CC2=CC(=CC=C12)OC1=CC=NC2=CC(=CC=C12)OC N-(2-aminophenyl)-6-(7-methoxyquinolin-4-oxy)-1-naphthamide